1-bromo-4-phenyl-1,3-butadiene BrC=CC=CC1=CC=CC=C1